3-propanoate CCC(=O)[O-]